3-methoxy-4-trifluoromethyl-1H-pyrazol-5-amine COC1=NNC(=C1C(F)(F)F)N